FC1=C(C#N)C=C(C=C1)NC[C@@H]1CC[C@H](CC1)C(=O)N1OCC[C@H]1C=1C=NC=C(C1)F trans-2-fluoro-5-(((4-((S)-3-(5-fluoropyridin-3-yl)isoxazolidine-2-carbonyl)cyclohexyl)methyl)amino)benzonitrile